ClC=1C(=C(C=CC1C)C)Cl di-chlorop-xylene